N,N-dimethyl-3-[(9Z,12Z)-octadeca-9,12-dien-1-yl-oxy]propan-1-amine CN(CCCOCCCCCCCC\C=C/C\C=C/CCCCC)C